FC1=CC=C(OC=2C=CC(=C(NC)C2)[N+](=O)[O-])C=C1 5-(4-fluorophenoxy)-N-methyl-2-nitroaniline